CC(CC(C)C)NC1=CC=C(C=C1)NC1=CC=C(C=C1)C(C)(C)C1=CC=CC=C1 N-(1,3-dimethylbutyl)-N'-(4-cumylphenyl)-p-phenylenediamine